N-(1-(2,6-dioxopiperidin-3-yl)-3-methyl-2-oxo-2,3-dihydro-1H-benzo[d]imidazol-4-yl)-7-oxo-7-(piperidin-1-yl)heptylamide O=C1NC(CCC1N1C(N(C2=C1C=CC=C2[N-]CCCCCCC(N2CCCCC2)=O)C)=O)=O